C(C=C)[Si](OCC)(OCC)CC=C di(2-propenyl)diethoxysilane